C(C)(C)OC1=C(C=C2C(=CN=C(C2=C1)O[C@H]1CNCCC1)C#CC1CCOCC1)C(=O)N (R)-7-isopropoxy-1-(piperidin-3-yloxy)-4-((tetrahydro-2H-pyran-4-yl)ethynyl)isoquinoline-6-carboxamide